2-[4-(1,3-benzoxazol-2-yl)-5-methoxy-1-methyl-6-oxopyrimidin-2-yl]-N,N-dimethyl-1-(pyridin-3-yl)-3,4-dihydro-1H-isoquinoline-7-carboxamide O1C(=NC2=C1C=CC=C2)C=2N=C(N(C(C2OC)=O)C)N2C(C1=CC(=CC=C1CC2)C(=O)N(C)C)C=2C=NC=CC2